benzyl (2S)-2-(benzyloxycarbonylamino)-4-hydroxy-butanoate C(C1=CC=CC=C1)OC(=O)N[C@H](C(=O)OCC1=CC=CC=C1)CCO